C(CCC)OC(=O)N1CCC(CC1)C1=NC(=CC=C1)OCC1=C(C(=CC=C1)C(=O)OC)F 4-(6-((2-fluoro-3-(methoxycarbonyl)benzyl)oxy)pyridin-2-yl)piperidine-1-carboxylic acid Butyl ester